FC=1C=C(C=CC1)C([C@H]1[C@@H]2N(C(C=3N1N=CC(C3O)=O)=O)C[C@H](C2)OC)C2=CC(=CC=C2)F (8S,9aR,10S)-10-(bis(3-fluorophenyl)methyl)-4-hydroxy-8-methoxy-8,9,9a,10-tetrahydro-7H-pyrrolo[1',2':4,5]pyrazino[1,2-b]pyridazine-3,5-dione